N1=NN(C2=NC=CC=C21)C2=CC=C(C(=O)N([C@H]1CNCC1)C1=NC=CC=C1Cl)C=C2 (R)-4-(3H-[1,2,3]triazolo[4,5-b]pyridin-3-yl)-N-(3-chloropyridin-2-yl)-N-(pyrrolidin-3-yl)benzamide